[7-(4-chloro-2-mesyl-phenyl)-2,7-diazaspiro[3.5]nonan-2-yl]-[6-(5-cyclopropyl-4H-1,2,4-triazol-3-yl)-2-azaspiro[3.3]heptan-2-yl]methanone ClC1=CC(=C(C=C1)N1CCC2(CN(C2)C(=O)N2CC3(C2)CC(C3)C3=NN=C(N3)C3CC3)CC1)S(=O)(=O)C